OCN1C([C@](CC1)(C=1OC(=NN1)C1=NC=CC=C1NC1=CC=C(C=C1)C(F)(F)F)C)=O (R)-1-(Hydroxymethyl)-3-methyl-3-(5-(3-((4-(trifluoromethyl)phenyl)amino)pyridin-2-yl)-1,3,4-oxadiazol-2-yl)pyrrolidin-2-one